2,4-dioxopiperidine-1-carboxylic acid O=C1N(CCC(C1)=O)C(=O)O